4-(1-(6-((3,3-Dimethylazetidin-1-yl)methyl)-2-methylpyridin-3-yl)-1H-imidazol-4-yl)-N-(1-(methylsulfonyl)piperidin-4-yl)-5-(trifluoromethyl)pyrimidin-2-amine CC1(CN(C1)CC1=CC=C(C(=N1)C)N1C=NC(=C1)C1=NC(=NC=C1C(F)(F)F)NC1CCN(CC1)S(=O)(=O)C)C